C1(CC1)C1=NN(C=C1C1=NC(=C(C=C1)F)C)[C@H]1[C@@H](C1)CNC=1C=C2C(N(C(C2=CC1)=O)C1C(NC(CC1)=O)=O)=O 5-(((trans-2-(3-cyclopropyl-4-(5-fluoro-6-methylpyridin-2-yl)-1H-pyrazol-1-yl)cyclopropyl)methyl)amino)-2-(2,6-dioxopiperidin-3-yl)isoindoline-1,3-dione